C(C)(C)(C)N1N=C(N=C1C1[C@H]2CC(C[C@@H]12)N1CC2(CS(C2)(=O)=O)CC1)C1=CC(=CC=C1)C(F)(F)F 6-((1R,3s,5S,6r)-6-(1-(tert-Butyl)-3-(3-(trifluoromethyl)phenyl)-1H-1,2,4-triazol-5-yl)bicyclo[3.1.0]hexan-3-yl)-2-thia-6-azaspiro[3.4]octane 2,2-dioxide